Cl.C(=O)(OCC1C2=CC=CC=C2C2=CC=CC=C12)NCCN N-Fmoc-ethylenediamine hydrochloride